1-methyl-3-(4-vinylbenzyl)-1H-imidazol-3-ium chloride [Cl-].CN1C=[N+](C=C1)CC1=CC=C(C=C1)C=C